(5-chloropyrimidin-2-yl)(4-(4-((1-(hydroxymethyl)cyclobutyl)amino)-5-oxo-6,7-dihydrothieno[3,2-d]pyrimidin-2-yl)piperazine-1-yl)methanone ClC=1C=NC(=NC1)C(=O)N1CCN(CC1)C=1N=C(C2=C(N1)CCS2=O)NC2(CCC2)CO